COC(C1=C(C(=CC=C1)[N+]#[C-])C)=O METHYL-3-ISOCYANO-2-METHYLBENZOATE